(R)-9-(Methylsulfonyl)-4-oxo-3-phenyl-2,3,4,9-tetrahydro-1H-carbazole-3-carbonitrile CS(=O)(=O)N1C2=CC=CC=C2C=2C([C@@](CCC12)(C#N)C1=CC=CC=C1)=O